(R)-1-(4-fluorobenzofuran-5-yl)-N-methylpropan-2-amine FC1=C(C=CC2=C1C=CO2)C[C@@H](C)NC